4-methyl-hepten-3-ol CC(C(C=C)O)CCC